Acetic acid methyl ester hydrochloride Cl.COC(C)=O